ClC=1C(=NC(=NC1)NC=1C=C(C=NC1)N1C(CCC1)=O)N1CC(CC1)C1=CC=CC=C1 1-(5-((5-chloro-4-(3-phenylpyrrolidin-1-yl)pyrimidin-2-yl)amino)pyridin-3-yl)pyrrolidin-2-one